8-(2-hydroxy-5-methylbenzoylamino)octanoic acid OC1=C(C(=O)NCCCCCCCC(=O)O)C=C(C=C1)C